N-(8,9-Difluoro-6-oxo-1,4,5,6-tetrahydro-2H-pyrano[3,4-c]isoquinolin-1-yl)-N-methylquinoxaline-6-carboxamide FC=1C(=CC=2C3=C(NC(C2C1)=O)COCC3N(C(=O)C=3C=C1N=CC=NC1=CC3)C)F